F[P-](F)(F)(F)(F)F.C1(=CC=CC=C1)[I+]C1=CC=CC=C1 diphenyliodonium hexafluorophosphate